CN1N=C(C(=C1)C1=NN2C(=NC=3C(=CC=CC3C2=N1)C(F)(F)F)NC=1C(N=CC=NC1)=O)C (6R)-6-{[2-(1,3-dimethyl-1H-pyrazol-4-yl)-7-(trifluoromethyl)[1,2,4]triazolo[1,5-c]quinazolin-5-yl]amino}-1,4-diazepin-5-one